FC(=C(Cl)F)F trifluorochloroethene